2-(2,6-dioxopiperidin-3-yl)-5-((6-(3-methyl-4-(quinoxalin-2-yl)-1H-pyrazol-1-yl)hexyl)amino)isoindoline-1,3-dione O=C1NC(CCC1N1C(C2=CC=C(C=C2C1=O)NCCCCCCN1N=C(C(=C1)C1=NC2=CC=CC=C2N=C1)C)=O)=O